C(C1=CC=CC=C1)N1N=NC(=C1N1N=C(N=C1)C1=CC(=CC(=C1)C(F)(F)F)C(F)(F)F)C#N 1-benzyl-5-(3-(3,5-bis(trifluoromethyl)phenyl)-1H-1,2,4-triazol-1-yl)-1H-1,2,3-triazole-4-carbonitrile